[4-(trifluoromethyl)phenyl]-2H,8H-pyrazolo[3,4-b]indole FC(C1=CC=C(C=C1)N1N=C2NC3=CC=CC=C3C2=C1)(F)F